O\C(=C/C(C)=O)\C.[Cu] copper (Z)-4-hydroxypent-3-en-2-one